COC(C(=CC1=CC=CC=C1)C=1N=NN(C1)CC1=CC(=CC(=C1)OC)OC)=O (1-(3,5-Dimethoxybenzyl)-1H-1,2,3-triazol-4-yl)cinnamic acid methyl ester